C[C@H](C(=O)OC\C=C(\C)/CCC=C(C)C)CC neryl (S)-2-methylbutanoate